COCCNC(=O)C1CCCC1 N-(2-methoxyethyl)cyclopentane-1-carboxamide